2-[6-[3-(1,1-Difluoroethyl)-4-fluoro-phenyl]pyrazolo[4,3-b]pyridin-1-yl]-1-(3-fluoroazetidin-1-yl)ethanone FC(C)(F)C=1C=C(C=CC1F)C=1C=C2C(=NC1)C=NN2CC(=O)N2CC(C2)F